C(C1=CC=CC=C1)C(C(=O)NC=1C=NC2=C(C=CC=C2C1C)F)(CC(=C)Cl)C 2-benzyl-4-chloro-N-(8-fluoro-4-methyl-3-quinolyl)-2-methyl-pent-4-enamide